C(C1=CC=CC=C1)(C1=CC=CC=C1)N1CC(C1)N1N=C(C=C1)C(=O)OC methyl 1-(1-benzhydrylazetidin-3-yl)-1H-pyrazole-3-carboxylate